P([O-])N.C.[C+4].P([O-])N.P([O-])N.P([O-])N carbon methane phosphonamidite